4-(6-hydroxy-1-oxoisoindolin-4-yl)-1-methyl-1H-pyrazole-5-carbonitrile OC1=CC(=C2CNC(C2=C1)=O)C=1C=NN(C1C#N)C